N-(3-chlorophenyl)-N-[[4-[5-(difluoromethyl)-1,3,4-oxadiazol-2-yl]-2-fluoro-phenyl]methyl]thiomorpholin-4-sulfonamide ClC=1C=C(C=CC1)N(S(=O)(=O)N1CCSCC1)CC1=C(C=C(C=C1)C=1OC(=NN1)C(F)F)F